o-difluoromethoxyaniline C1=CC=C(C(=C1)N)OC(F)F